C1(CC1)CN1C(=CC2=CC=CC=C12)C1=NC2=C(N1C)C(=CC(=C2)C(=O)N[C@@H]2CNC[C@H]2NC(\C=C\CN(C)C)=O)OC [1-(cyclopropylmethyl)-1H-indol-2-yl]-N-[(3R,4R)-4-[(2E)-4-(dimethylamino)but-2-enamido]pyrrolidin-3-yl]-7-methoxy-1-methyl-1H-1,3-benzodiazole-5-carboxamide